4-(1-piperidinyl)benzeneethanamine N1(CCCCC1)C1=CC=C(C=C1)CCN